FC1(CC(C1)(C1=NN=CN1C)C1=CC=NC(=C1)C)F 4-(3,3-difluoro-1-(4-methyl-4H-1,2,4-triazol-3-yl)cyclobutyl)-6-methylpyridin